N(=C=O)[C@H](C(=O)OC)[C@H](CC)C methyl (2S,3S)-2-isocyanato-3-methylpentanoate